7-methoxy-1-methyl-6-(((S)-tetrahydrofuran-3-yl)oxy)-1H-benzo[c][1,2,6]thiadiazine 2,2-dioxide COC=1C(=CC2=C(N(S(N=C2)(=O)=O)C)C1)O[C@@H]1COCC1